C(C)(=O)OCC#CCOC(C)=O 2-butyn-1,4-diol diacetate